ClC=1C=C(C=NC1)C(C(=O)C1=CC=C(C=N1)NC(CC1=CC=C(C=C1)S(=O)(=O)CC)=O)(C)C N-(6-(2-(5-chloropyridin-3-yl)-2-methylpropionyl)pyridine-3-yl)-2-(4-(ethylsulfonyl)phenyl)acetamide